[13C]1(=CC=CC=C1)O phenol-13C